acridine-9-carboxylate C1=CC=CC2=NC3=CC=CC=C3C(=C12)C(=O)[O-]